((5-fluoro-4-(3-fluoro-4-(methoxycarbonyl)phenyl)pyrimidin-2-yl)amino)-1H-pyrazole-1-carboxylic acid tert-butyl ester C(C)(C)(C)OC(=O)N1N=C(C=C1)NC1=NC=C(C(=N1)C1=CC(=C(C=C1)C(=O)OC)F)F